N1=C(C=NC=C1)N1C[C@H](CCC1)NC(OC(C)(C)C)=O tert-butyl N-[(3S)-1-(pyrazin-2-yl)piperidin-3-yl]carbamate